2-(2,5-dioxoimidazolidin-4-yl)ethyl-methyl-phosphinic acid O=C1NC(C(N1)CCP(O)(=O)C)=O